fluoro-N-isopropyl-N-methyl-2-(3-(4-phenoxycyclohexyl)-1H-pyrrolo[2,3-c]pyridin-1-yl)benzamide FC=1C(=C(C(=O)N(C)C(C)C)C=CC1)N1C=C(C=2C1=CN=CC2)C2CCC(CC2)OC2=CC=CC=C2